C(C)(C)(C)OC(=O)N1CCC(=CC1)C1=CC(=C(C(=O)NC2=CC(=C(C=C2)N2CCN(CC2)C(=O)OC(C)(C)C)C)C=C1)F tert-butyl 4-(4-(4-(1-(tert-butoxycarbonyl)-1,2,3,6-tetrahydropyridin-4-yl)-2-fluorobenzamido)-2-methylphenyl)piperazine-1-carboxylate